FC1=CC2=C([C@@H](C[C@@H](O2)C(=O)NC23CC(C2)(C3)N3N=C2C(N=C(C=C2)OC)=C3)O)C=C1C(F)(F)F |r| rac-(2R,4R)-7-fluoro-4-hydroxy-N-[3-(5-methoxy-2H-pyrazolo[4,3-b]pyridin-2-yl)bicyclo[1.1.1]pentan-1-yl]-6-(trifluoromethyl)-3,4-dihydro-2H-1-benzopyran-2-carboxamide